FC=1C(=C(OC2=NC=C(C(=C2C=2NC3=CC=NC(=C3C(C2)=O)O)C)C(F)(F)F)C=CC1F)C 2-[2-(3,4-Difluoro-2-methyl-phenoxy)-4-methyl-5-(trifluoromethyl)-3-pyridinyl]-5-hydroxy-1H-1,6-naphthyridin-4-one